[K+].[Fe-4](C#N)(C#N)(C#N)(C#N)(C#N)C#N.[Mn+3] manganese(III) ferrocyanide potassium